2,2-dimethylpropylmagnesium bromide CC(C[Mg]Br)(C)C